3-(6-(1,3,4-oxadiazol-2-yl)pyrazin-2-yl)phenyl cyclohexylcarbamate C1(CCCCC1)NC(OC1=CC(=CC=C1)C1=NC(=CN=C1)C=1OC=NN1)=O